OCCN1CCN(CC1)C(=O)C=1C=CC(=C(C1)N1C(NC(CC1)=O)=O)OC 1-(5-(4-(2-hydroxyethyl)piperazine-1-carbonyl)-2-methoxyphenyl)dihydropyrimidine-2,4(1H,3H)-dione